(1s,3s)-3-((tert-butoxycarbonyl)amino)cyclobutyl 4-methylbenzenesulfonate CC1=CC=C(C=C1)S(=O)(=O)OC1CC(C1)NC(=O)OC(C)(C)C